N-(3-(4'-(pyrimidin-4-ylmethoxy)-4,5,5',6'-tetrahydro-2H-spiro[furan-3,8'-pyrano[3,4-b]pyridin]-2'-yl)-1H-pyrrolo[2,3-c]pyridin-5-yl)acetamide N1=CN=C(C=C1)COC1=C2C(=NC(=C1)C1=CNC3=CN=C(C=C31)NC(C)=O)C3(OCC2)COCC3